NC1=CC=CC(=N1)S(=O)(=O)NC(=O)C=1C(=NC(=CC1)C=1C=NC(=CC1)OC(C)C)N1CCC2(CCC2)CC1 N-[(6-Amino-2-pyridyl)sulfonyl]-2-(7-azaspiro[3.5]nonan-7-yl)-6-(6-isopropoxy-3-pyridyl)pyridin-3-carboxamid